5-chloro-1-((2-(4-fluoro-3-methoxyphenyl)pyrimidin-5-yl)methyl)-1H-indazole-7-carboxylic acid methyl ester COC(=O)C=1C=C(C=C2C=NN(C12)CC=1C=NC(=NC1)C1=CC(=C(C=C1)F)OC)Cl